4-(3-(((2R,3R,4S,5R,6R)-5-hydroxy-6-(hydroxymethyl)-3-methoxy-4-(4-(3,4,5-trifluorophenyl)-1H-1,2,3-triazol-1-yl)tetrahydro-2H-pyran-2-yl)methyl)isoxazol-5-yl)piperidin-4-ol formate C(=O)OC1(CCNCC1)C1=CC(=NO1)C[C@H]1O[C@@H]([C@@H]([C@@H]([C@H]1OC)N1N=NC(=C1)C1=CC(=C(C(=C1)F)F)F)O)CO